N-[4-(3-chlorophenoxy)-3-sulfamoylphenyl]-2-[4-(trifluoromethyl)phenyl]acetamide ClC=1C=C(OC2=C(C=C(C=C2)NC(CC2=CC=C(C=C2)C(F)(F)F)=O)S(N)(=O)=O)C=CC1